C1(CCCC1)C(=O)NC=1SC2=C(N1)C=CC(=C2)C=2C=C1C(=NC(=NC1=CC2)C)C(=O)N[C@@H](C)C2=CC=C(C=C2)F (S)-6-(2-(cyclopentanecarboxamido)benzo[d]thiazol-6-yl)-N-(1-(4-fluorophenyl)ethyl)-2-methylquinazolin-4-carboxamide